OC1=CC=C(C=C1)N1C(C(=CC1=O)Br)=O 1-(4-hydroxyphenyl)3-bromo-1H-pyrrole-2,5-dione